NC=1C=C(C=CC1)C=1C=C(N(C1)C=1SC=CC1)C(=O)C1=CC(=C(C(=C1)OC)OC)OC [4-(3-aminophenyl)-1-(thiophen-2-yl)-1H-pyrrol-2-yl](3,4,5-trimethoxyphenyl)methanone